Racemic-tert-butyl (1S,2R,3R,5R)-3-[(5-chloropyrazin-2-yl)(methyl)amino]-2-fluoro-1,5-dimethyl-8-azabicyclo[3.2.1]octane-8-carboxylate ClC=1N=CC(=NC1)N([C@H]1[C@H]([C@@]2(CC[C@](C1)(N2C(=O)OC(C)(C)C)C)C)F)C |r|